[C@@H](C)(CC)NC=1C2=C(N=C(N1)NC1=C(C=C(C=C1)S(=O)(=O)N1CCC(CC1)N1CCOCC1)OC)NC=C2 (R)-N4-(sec-butyl)-N2-(2-methoxy-4-((4-morpholinopiperidin-1-yl)sulfonyl)phenyl)-7H-pyrrolo[2,3-d]pyrimidine-2,4-diamine